3-(2-bromoacetyl)pyridine BrCC(=O)C=1C=NC=CC1